C1(=CC=CC=C1)N1C=2C=CC=CC2C=2C1=C1NC3=CC=CC=C3C1=CC2 11,12-dihydro-12-Phenyl-indolo[2,3-a]carbazole